CC1CNC(C2=CC=3SC=NC3N12)=O 12-methyl-5-thia-1,3,10-triazatricyclo[6.4.0.02,6]dodeca-2(6),3,7-trien-9-one